2-(Cyclobutylamino)-5-fluoro-pyridine-4-carboxylic acid C1(CCC1)NC1=NC=C(C(=C1)C(=O)O)F